1-(tert-Butyl)-5-methyl-3-(p-tolyl)-1H-pyrazole-4-ol C(C)(C)(C)N1N=C(C(=C1C)O)C1=CC=C(C=C1)C